C(#N)C=1C=C(C=NC1)C1=CC=C(C=C1)NC(C(CC)(CC)C=1N=C(SC1)NS(=O)(=O)C1CC1)=O N-(4-(5-cyanopyridin-3-yl)phenyl)-2-(2-(cyclopropanesulfonylamino)thiazol-4-yl)-2-ethylbutyramide